C(C)(=O)O[C@H]1CC[C@@H]2[C@@]1(CC[C@@H]1[C@]3(CCC=4N=C(SC4C3=CC[C@@H]21)NC2=CC=C(C=C2)F)C)C (5aR,5bS,7aS,8S,10aS,10bR)-2-((4-fluorophenyl)amino)-5a,7a-dimethyl-5,5a,5b,6,7,7a,8,9,10,10a,10b,11-dodecahydro-4H-cyclopenta[7,8]phenanthro[2,1-d]thiazol-8-yl acetate